C(C1=CC=CC=C1)OCCC1=NC=2C(=C3C(=NC2)C=C(S3)Br)N1CC1=CC=C(C=C1)OC 2-(2-(benzyloxy)ethyl)-7-bromo-1-(4-methoxybenzyl)-1H-imidazo[4,5-d]thieno[3,2-b]pyridine